trans-2-((3-ethoxypiperidin-4-yl)oxy)-5-isopropoxypyridine C(C)O[C@@H]1CNCC[C@H]1OC1=NC=C(C=C1)OC(C)C